CC1(OCC[C@@H](C1)C1=C(C=CC=C1)[C@H]1NCCC1)C (2S)-2-{2-[(4S)-2,2-dimethyloxan-4-yl]phenyl}pyrrolidine